[2-[1-(cyclopropylmethyl)-6-[1-(pyrrolidine-1-carbonyl)piperidin-4-yl]pyrrolo[2,3-b]pyridin-2-yl]-5-methoxy-3-methylimidazo[1,2-a]pyridin-7-yl]methanone C1(CC1)CN1C(=CC=2C1=NC(=CC2)C2CCN(CC2)C(=O)N2CCCC2)C=2N=C1N(C(=CC(=C1)C=O)OC)C2C